C(C)(C)(C)OC(=O)N1CC(CCC1)C=1SC(=C(N1)C1=C(C(=CC=C1)NS(=O)(=O)C1=C(C=CC(=C1)F)F)F)C1=NC(=NC=C1)NC(C=C)=O 3-{5-(2-acrylamidopyrimidin-4-yl)-4-[3-(2,5-difluorobenzenesulfonylamino)-2-fluorophenyl]-thiazol-2-yl}-piperidine-1-carboxylic acid tert-butyl ester